((3R,4S,6R)-4-(difluoromethoxy)-6-((S)-1-(4-fluorophenyl)-1,2,3,4-tetrahydroisoquinoline-2-carbonyl)tetrahydro-2H-pyran-3-yl)carbamic acid tert-butyl ester C(C)(C)(C)OC(N[C@@H]1CO[C@H](C[C@@H]1OC(F)F)C(=O)N1[C@H](C2=CC=CC=C2CC1)C1=CC=C(C=C1)F)=O